BrC1=C(C=C2C(=NC(=NC2=C1F)Cl)OC)Cl 7-bromo-2,6-dichloro-8-fluoro-4-methoxyquinazoline